C(C)(C)(C)OC(=O)N1C(CCCC1)OC1=CC(=CC=C1)C(=O)OC (3-(methoxycarbonyl)phenoxy)piperidine-1-carboxylic acid tert-butyl ester